BrC1=CC(=NC=C1)O[C@H]1CN(C[C@@H]1F)C1=C(C(N(N=C1)C1OCCCC1)=O)Cl 5-((3S,4S)-3-((4-bromopyridin-2-yl)oxy)-4-fluoropyrrolidin-1-yl)-4-chloro-2-(tetrahydro-2H-pyran-2-yl)pyridazin-3(2H)-one